5-(4-(2-chloro-4-(3-hydroxy-2,2-dimethylpropoxy)phenyl)-1H-pyrazol-1-yl)-1-propylpyridin-2(1H)-one ClC1=C(C=CC(=C1)OCC(CO)(C)C)C=1C=NN(C1)C=1C=CC(N(C1)CCC)=O